2,2-diaminopyridine NC1(NC=CC=C1)N